[Pt].[Al].[Hf] hafnium aluminum platinum